3,3-dimethyl-2-(5,6,7,8-tetrakis(2-thienyl)-1-isoquinolinyl)isoindol-1-one CC1(N(C(C2=CC=CC=C12)=O)C1=NC=CC2=C(C(=C(C(=C12)C=1SC=CC1)C=1SC=CC1)C=1SC=CC1)C=1SC=CC1)C